ClC1=NC=C(C(=C1F)C1=C(C=NC(=C1)C)C(=O)NC=1SC(=NN1)C(N(C1CCC(CC1)OC1CC1)C)=O)OC 2'-chloro-3'-fluoro-5'-methoxy-6-methyl-N-(5-{methyl-[(1r,4r)-4-cyclopropoxycyclohexyl]carbamoyl}-1,3,4-thiadiazol-2-yl)-[4,4'-bipyridine]-3-carboxamide